5-(7-(3-chloro-2-cyclopropyl-5-hydroxyphenyl)-6,8-difluoro-2-((tetrahydro-1H-pyrrolizin-7a(5H)-yl)methoxy)quinazolin-4-yl)tetrahydropyrrolo[3,4-c]pyrrole-1,3(2H,3aH)-dione ClC=1C(=C(C=C(C1)O)C1=C(C=C2C(=NC(=NC2=C1F)OCC12CCCN2CCC1)N1CC2C(C1)C(NC2=O)=O)F)C2CC2